CN(C1CC2=C(N(N=C2CC1)C1=NC=CC=C1)O)CC1=C(C=CC=C1)C(F)(F)F 5-[methyl-(2-trifluoromethylbenzyl)-amino]-2-pyridin-2-yl-4,5,6,7-tetrahydro-2H-indazol-3-ol